FC1=CC=C(C=C1)N1N=CC2=CC(=CC=C12)N1[C@H]([C@@H](C(C1=O)(C)C)NC(=O)C=1C(=NOC1)C)C1=CC=CC=C1 N-((2s,3r)-1-(1-(4-fluorophenyl)-1H-indazol-5-yl)-4,4-dimethyl-5-oxo-2-phenylpyrrolidin-3-yl)-3-methylisoxazole-4-carboxamide